5-(4-((5-fluoro-3-oxo-4H-quinoxalin-6-yl)methyl)piperazin-1-yl)-N-(methyl-d3)pyridine-2-Formamide FC1=C2NC(C=NC2=CC=C1CN1CCN(CC1)C=1C=CC(=NC1)C(=O)NC([2H])([2H])[2H])=O